BrCC1=CC=C(C=C1)C=1N(C=C(N1)C(F)(F)F)C 2-[4-(bromomethyl)phenyl]-1-methyl-4-(trifluoromethyl)-1H-imidazole